O=C1NC=C(C(N1)=O)C=1C=C(C=2N(N1)C=CN2)[C@@H]2[C@H](C2)C=2C=C(C(=O)N)C=CC2 3-((1S,2S)-2-(6-(2,4-dioxo-1,2,3,4-tetrahydropyrimidin-5-yl)imidazo[1,2-b]pyridazin-8-yl)cyclopropyl)benzamide